10-anthracenedimethanol C1(=CC=CC2=C(C3=CC=CC=C3C=C12)CO)CO